(S)-methyl 2-((4-(6-bromopyridin-2-yl)-3-oxopiperazin-1-yl)methyl)-1-(oxetan-2-ylmethyl)-1H-benzo[d]imidazole-6-carboxylate BrC1=CC=CC(=N1)N1C(CN(CC1)CC1=NC2=C(N1C[C@H]1OCC1)C=C(C=C2)C(=O)OC)=O